(R)-4-chloro-5-methyl-5,8-dihydropyrido[2,3-d]pyrimidine ClC=1C2=C(N=CN1)NC=C[C@H]2C